The molecule is a carbamate ester. It has a role as an EC 3.1.1.7 (acetylcholinesterase) inhibitor, a carbamate insecticide, an EC 3.1.1.8 (cholinesterase) inhibitor, an acaricide and an agrochemical. It derives from a methylcarbamic acid and a 3,3-dimethyl-1-(methylsulfanyl)butan-2-one oxime. CC(C)(C)/C(=N\\OC(=O)NC)/CSC